COC(COC)=C(C#N)C#N 2-(1,2-dimethoxyethylidene)propanedinitrile